OC=1C(C=CC(=CC1)C1(CC1)C)=O 2-hydroxy-5-(1-methylcyclopropyl)cyclohepta-2,4,6-trien-1-one